ClC1=NC=C(C(=N1)NC1=CC2=C(OCO2)C=C1)C 2-Chloro-N4-(Benzo[d][1,3]dioxol-5-yl)-5-methylpyrimidin-4-amine